N2,N4-bis(benzo[d][1,3]dioxol-5-yl)-5-(trifluoromethyl)pyrimidine-2,4-diamine O1COC2=C1C=CC(=C2)NC2=NC=C(C(=N2)NC2=CC1=C(OCO1)C=C2)C(F)(F)F